2-[4-(2-hydroxypropan-2-yl)phenyl]-5-(propan-2-yl)-7-[2-(2,2,2-trifluoroethoxy)phenyl]-1H-pyrrolo[3,4-c]pyridine-3,6(2H,5H)-dione OC(C)(C)C1=CC=C(C=C1)N1C(C2=CN(C(C(=C2C1)C1=C(C=CC=C1)OCC(F)(F)F)=O)C(C)C)=O